(S)-N'-((5-(5-fluoro-2-methoxypyridin-4-yl)-2,3-dihydro-1H-inden-4-yl)carbamoyl)-6,7-dihydro-5H-pyrazolo[5,1-b][1,3]oxazine-3-sulfonimidamide FC=1C(=CC(=NC1)OC)C=1C(=C2CCCC2=CC1)NC(=O)N=[S@@](=O)(N)C=1C=NN2C1OCCC2